ClC1=NC=C(C(=N1)C1=CN(C2=C(C=CC=C12)F)C)Cl 3-(2,5-dichloropyrimidin-4-yl)-7-fluoro-1-methyl-1H-indole